methyl N-[5-[6-[(4-cyano-3-methyl-phenyl)-methyl-carbamoyl]-8-methyl-imidazo[1,2-a]pyrazin-3-yl]-2-pyridyl]carbamate C(#N)C1=C(C=C(C=C1)N(C(=O)C=1N=C(C=2N(C1)C(=CN2)C=2C=CC(=NC2)NC(OC)=O)C)C)C